C(=CC)S propenyl mercaptan